COC(CC1CC(CC1)=O)=O 2-(3-Oxocyclopentyl)acetic acid methyl ester